[2-[3-ethylsulfonyl-5-[4-(trifluoromethyl)pyrimidin-2-yl]-2-pyridyl]-1,3-benzoxazol-5-yl]-imino-oxo-(trifluoromethyl)-λ6-sulfane C(C)S(=O)(=O)C=1C(=NC=C(C1)C1=NC=CC(=N1)C(F)(F)F)C=1OC2=C(N1)C=C(C=C2)S(C(F)(F)F)(=O)=N